OC1=CC=C2CCN(C(C2=C1)=O)C 7-hydroxy-2-methyl-3,4-dihydroisoquinolin-1(2H)-one